4-(ethylamino)-2-((7-(morpholine-4-carbonyl)benzo[d][1,3]dioxol-4-yl)amino)-7H-pyrrolo[2,3-d]pyrimidine-5-carbonitrile C(C)NC=1C2=C(N=C(N1)NC1=CC=C(C=3OCOC31)C(=O)N3CCOCC3)NC=C2C#N